2-(3,5-dimethyl-1H-1,2,4-triazol-1-yl)-N-methoxy-N-methylpropanamide CC1=NN(C(=N1)C)C(C(=O)N(C)OC)C